2-Chloro-5-{[(2,2-dimethylpropanoyl)amino]methyl}-N-[1-(4-phenylbutyl)-1H-indazol-4-yl]benzamide ClC1=C(C(=O)NC2=C3C=NN(C3=CC=C2)CCCCC2=CC=CC=C2)C=C(C=C1)CNC(C(C)(C)C)=O